6-(benzyloxy)-5-(7-fluoro-1-methyl-6-(1,2,3,6-tetrahydropyridin-4-yl)-1H-indazol-3-yl)pyridin-2-ol C(C1=CC=CC=C1)OC1=C(C=CC(=N1)O)C1=NN(C2=C(C(=CC=C12)C=1CCNCC1)F)C